ClC1=C(C=CC=C1)C1CCC(N1C(=O)C1=CC=C(C=C1)C1=C(C=CC=C1)OC)C(=O)O 5-(2-chlorophenyl)-1-(2'-methoxy-[1,1'-biphenyl]-4-carbonyl)pyrrolidine-2-carboxylic acid